C(CC)P([O-])(=O)[O-] propane-1-phosphonate